(2E)-2-methoxyimino-N-methyl-2-[3-methyl-2-[[(E)-1-[5-(trifluoromethyl)pyrazin-2-yl]ethylideneamino]oxymethyl]phenyl]acetamide CO\N=C(\C(=O)NC)/C1=C(C(=CC=C1)C)CO/N=C(\C)/C1=NC=C(N=C1)C(F)(F)F